N-(3-(1-methyl-1H-benzo[d]imidazol-2-yl)-1H-pyrazol-5-yl)-4-((1-methylpiperidin-4-yl)amino)benzamide CN1C(=NC2=C1C=CC=C2)C2=NNC(=C2)NC(C2=CC=C(C=C2)NC2CCN(CC2)C)=O